CN[C@@H](C)C=1N=C(SC1)C(=O)C1=CNC2=CN=CC=C21 (4-((S)-1-(methylamino)ethyl)thiazol-2-yl)(1H-pyrrolo[2,3-c]pyridin-3-yl)methanone